FC=1C=C(C=C2C=NNC12)C#CC1=NC(=NC=C1)C1=NC(=NC=C1)N1CC2=CC=C(C=C2C1)C(F)F 7-fluoro-5-((2'-(5-(difluoromethyl)isoindolin-2-yl)-[2,4'-bipyrimidin]-4-yl)ethynyl)-1H-indazole